2-(3-(6-chloro-7-fluoro-3-(1H-imidazol-1-yl)-5-methoxy-1-methyl-1H-indol-2-yl)-1H-1,2,4-triazol-5-yl)-2-methoxyethan-1-ol ClC1=C(C=C2C(=C(N(C2=C1F)C)C1=NNC(=N1)C(CO)OC)N1C=NC=C1)OC